1,4,7,10,13,16-hexabenzyl-1,4,7,10,13,16-hexaazacyclooctadecane C(C1=CC=CC=C1)N1CCN(CCN(CCN(CCN(CCN(CC1)CC1=CC=CC=C1)CC1=CC=CC=C1)CC1=CC=CC=C1)CC1=CC=CC=C1)CC1=CC=CC=C1